(6-amino-5-(3-hydroxy-2,6-dimethylphenyl)-2-(1-methyl-1H-pyrazol-4-yl)-5H-pyrrolo[2,3-b]pyrazin-7-yl)(1H-indol-2-yl)methanone NC1=C(C=2C(=NC=C(N2)C=2C=NN(C2)C)N1C1=C(C(=CC=C1C)O)C)C(=O)C=1NC2=CC=CC=C2C1